COC1=CC=C(\C=C(/CC([NH-])C=2C=CC=C3C=CC=NC23)\C#CC2=CC=C(C=C2)OC)C=C1 (E)-3-(4-methoxybenzylidene)-5-(4-methoxyphenyl)-N-(quinolin-8-yl)pent-4-ynylamide